methyl 4-[(5-chloro-7-methoxy-pyrazolo[4,3-d]pyrimidin-2-yl)methyl]oxazole-2-carboxylate ClC=1N=C(C=2C(N1)=CN(N2)CC=2N=C(OC2)C(=O)OC)OC